1-(2-Hydroxy-2-methylpropyl)-1H-[1,2,3]triazolo[4,5-H]quinazolin-8-yl trifluoromethanesulfonate FC(S(=O)(=O)OC1=NC=2C3=C(C=CC2C=N1)N=NN3CC(C)(C)O)(F)F